(4-fluoro-2-methyl-phenoxy)-N-pyridazin-4-yl-6-(trifluoromethyl)pyridazin-4-carboxamide FC1=CC(=C(OC=2N=NC(=CC2C(=O)NC2=CN=NC=C2)C(F)(F)F)C=C1)C